C(#N)C1=C(SC2=C1C(=NC=C2F)C=2C1=C(C=3C=NC(=NC3C2F)OCC2(CC2)CN2CCC(CC2)(F)F)COC1)NC(OC(C)(C)C)=O tert-Butyl (3-cyano-4-(3-((1-((4,4-difluoropiperidin-1-yl)methyl)cyclopropyl)meth-oxy)-5-fluoro-7,9-dihydrofuro[3,4-f]quinazolin-6-yl)-7-fluorothieno[3,2-c]pyridin-2-yl)carbamate